C(CCCCCCC\C=C/CCCCCCCC)(=O)OCC(CN(C)C)OC(CCCCCCC\C=C/CCCCCCCC)=O (Z)-3-(Dimethylamino)propane-1,2-diyl dioleate